3-((5-(3-chlorophenyl)-7-((2-(trimethylsilyl)ethoxy)methyl)-7H-pyrrolo[2,3-d]pyrimidin-4-yl)amino)-2-methylpropan-1-ol ClC=1C=C(C=CC1)C1=CN(C=2N=CN=C(C21)NCC(CO)C)COCC[Si](C)(C)C